ethyl 4-[2-(2,4-difluorophenoxy)-5-ethanesulfonamidophenyl]-6-methyl-7-oxo-1H-pyrrolo[2,3-c]pyridine-2-carboxylate FC1=C(OC2=C(C=C(C=C2)NS(=O)(=O)CC)C=2C3=C(C(N(C2)C)=O)NC(=C3)C(=O)OCC)C=CC(=C1)F